C(C)N(C(C1=CC(=C(C=C1)C=1N=NC(=CC1)NC1C[C@@H]2[C@@H](CN(C2)CC2CCOCC2)C1)F)=O)CC N,N-diethyl-3-fluoro-4-(6-(((3aR,5s,6aS)-2-((tetrahydro-2H-pyran-4-yl)methyl)octahydrocyclopenta[c]pyrrol-5-yl)amino)pyridazin-3-yl)benzamide